ClC1=C(C=C(C=2C3=C(NC12)CCNC(C3C)=O)NCCOC)Cl 7,8-Dichloro-10-((2-methoxyethyl)amino)-1-methyl-3,4,5,6-tetrahydroazepino[4,5-b]indol-2(1H)-one